5-germinal [GeH]1=CC=CC(=C1)C=O